1-(4-chloro-3-(trifluoromethyl)phenyl)-3-(3,4-difluoro-5-(3-morpholinoquinoxaline-6-carbonyl)phenyl)urea ClC1=C(C=C(C=C1)NC(=O)NC1=CC(=C(C(=C1)C(=O)C=1C=C2N=C(C=NC2=CC1)N1CCOCC1)F)F)C(F)(F)F